2-((S)-4-((R)-4-chloro-3-(methyl-d3)-2'-(((S)-1-methylpyrrolidin-2-yl)methoxy)-5',8'-dihydro-6'H-spiro[indene-1,7'-quinazolin]-4'-yl)-1-(2-fluoroacryloyl)piperazin-2-yl)acetonitrile ClC1=C2C(=C[C@]3(CCC=4C(=NC(=NC4C3)OC[C@H]3N(CCC3)C)N3C[C@@H](N(CC3)C(C(=C)F)=O)CC#N)C2=CC=C1)C([2H])([2H])[2H]